(R)-4-((3R,5R,8R,9S,10S,12S,13R,14S,17R)-3-(((R)-3-acetoxy-4-(trimethylammonio)butanoyl)oxy)-12-hydroxy-10,13-dimethylhexadecahydro-1H-cyclopenta[a]phenanthren-17-yl)pentanoate C(C)(=O)O[C@H](CC(=O)O[C@@H]1CC[C@@]2([C@H]3C[C@@H]([C@@]4([C@H](CC[C@H]4[C@@H]3CC[C@@H]2C1)[C@@H](CCC(=O)[O-])C)C)O)C)C[N+](C)(C)C